(2s,4s)-4-((3-(cyclopropylmethoxy)-4-(difluoromethoxy)phenyl)amino)pyrrolidine-2-carboxylic acid methyl ester hydrochloride Cl.COC(=O)[C@H]1NC[C@H](C1)NC1=CC(=C(C=C1)OC(F)F)OCC1CC1